benzoyl glycolate C(CO)(=O)OC(C1=CC=CC=C1)=O